FC1=C(C=C(C=C1)C1COC2=CC(=CC=C2C1C1=CC=C(C=C1)N1CCC(CC1)CN1CCN(CC1)C=1C=C2CN(C(C2=CC1)=O)C1C(NC(CC1)=O)=O)O)C 3-(5-(4-((1-(4-(3-(4-Fluoro-3-methylphenyl)-7-hydroxychroman-4-yl)phenyl)piperidin-4-yl)methyl)piperazin-1-yl)-1-oxoisoindolin-2-yl)piperidin-2,6-dion